cis-4-[[4-[(5-methyl-1H-pyrazol-3-yl)amino]thieno[2,3-d]pyrimidin-2-yl]amino]adamantan-1-ol CC1=CC(=NN1)NC=1C2=C(N=C(N1)NC1C3CC4(CC(CC1C4)C3)O)SC=C2